(3-(trimethoxysilyl)propyl)aniline CO[Si](CCCNC1=CC=CC=C1)(OC)OC